C(C)(C)(C)OC(=O)N1C[C@H](CC1)C(=O)N1CCN(CC1)C1=NC=C(C=N1)C(F)(F)F (S)-3-(4-(5-(trifluoromethyl)pyrimidin-2-yl)piperazine-1-carbonyl)pyrrolidine-1-carboxylic acid tert-butyl ester